ONC(=O)C=1C=NC(=NC1)N1CC2C(C2C1)NCC1=NC2=CC=C(C=C2C=C1)F N-hydroxy-2-{6-[(6-fluoro-quinolinylmethyl)-amino]-3-aza-bicyclo[3.1.0]hex-3-yl}pyrimidine-5-carboxamide